2-amino-5-(3-fluoropropyl)pyrimidine-4,6-diol NC1=NC(=C(C(=N1)O)CCCF)O